6-(3,8-diazabicyclo[3.2.1]octane-3-yl)nicotinonitrile 3HCl Cl.Cl.Cl.C12CN(CC(CC1)N2)C2=NC=C(C#N)C=C2